N-[(2R)-1-{3a-benzyl-2,7,7-trimethyl-3-oxo-4H,6H-pyrazolo[4,3-c]pyridin-5-yl}-3-(benzyloxy)-1-oxopropan-2-yl]-2-amino-2-methylpropanamide C(C1=CC=CC=C1)C12CN(CC(C1=NN(C2=O)C)(C)C)C([C@@H](COCC2=CC=CC=C2)NC(C(C)(C)N)=O)=O